4-(2-BROMO-4-CHLOROPHENYL)MORPHOLINE Sodium hydride [H-].[Na+].BrC1=C(C=CC(=C1)Cl)N1CCOCC1